tert-butyl N-{[5-({[(1R)-1-(5,7-difluoro-3-methyl-1-benzofuran-2-yl)-2,2,2-trifluoroethyl]carbamoyl}amino)pyrimidin-2-yl]methyl}carbamate FC=1C=C(C2=C(C(=C(O2)[C@H](C(F)(F)F)NC(=O)NC=2C=NC(=NC2)CNC(OC(C)(C)C)=O)C)C1)F